3-bromobenzaldehyde O-(1,2,3,4-tetrahydroquinoline-1-carbonyl) oxime N1(CCCC2=CC=CC=C12)C(=O)ON=CC1=CC(=CC=C1)Br